3-chloro-4-methyl-6-oxopyridine ClC1=CNC(C=C1C)=O